3,6-dimethyl-3,6-di(t-butyl-peroxy)octadiyne CC(C#C)(C#CC(CC)(OOC(C)(C)C)C)OOC(C)(C)C